(2S,4S)-2-methylpiperidine-4-carboxylic acid hydrochloride Cl.C[C@@H]1NCC[C@@H](C1)C(=O)O